C(C1=CC=CC=C1)OC(=O)NC12C(CC(CC1)(CC2)C(=O)OC(C)(C)C)=O tert-butyl 4-(((benzyloxy)carbonyl)amino)-3-oxobicyclo[2.2.2]octane-1-carboxylate